3-(2-(4-(2-chloro-6-methylphenyl)piperazin-1-yl)-2-oxoethyl)-5-fluoro-1H-indole-2-carboxylic acid ClC1=C(C(=CC=C1)C)N1CCN(CC1)C(CC1=C(NC2=CC=C(C=C12)F)C(=O)O)=O